O=C1NC(CCC1N1C(C2=CC=C(C=C2C1)C(=O)N[C@@H](C(F)(F)F)C(C(F)(F)F)(C)C)=O)=O 2-(2,6-dioxopiperidin-3-yl)-N-((R)-1,1,1,4,4,4-hexafluoro-3,3-dimethylbutan-2-yl)-1-oxoisoindoline-5-carboxamide